4-(6-((1-(2-((4-(dimethylamino)benzyl)amino)-5-fluorobenzoyl)piperidin-4-yl)oxy)pyridin-3-yl)-N,N-dimethylbenzamide CN(C1=CC=C(CNC2=C(C(=O)N3CCC(CC3)OC3=CC=C(C=N3)C3=CC=C(C(=O)N(C)C)C=C3)C=C(C=C2)F)C=C1)C